N1C(=NC2=C1C=CC=C2)N2N=C(C(=C2O)CCC2=CC=C(C=C2)CCCOCC(=O)O)C2CCN(CC2)C(=O)OC(C)(C)C 2-[3-(4-{2-[1-(1H-1,3-benzodiazol-2-yl)-3-{1-[(tert-butoxy)carbonyl]piperidin-4-yl}-5-hydroxy-1H-pyrazol-4-yl]ethyl}phenyl)propoxy]acetic acid